NC=1CC(=CC2=C(N1)C=C(C=C2)C(=O)NC2=CC=CC=C2)C(=O)N(CCC)OCCN 2-amino-N4-(2-aminoethoxy)-N8-phenyl-N4-propyl-3H-benzo[b]azepin-4,8-dicarboxamide